6-chloro-5-(1-methyl-1H-1,2,4-triazol-3-yl)pyrimidin-4-amine ClC1=C(C(=NC=N1)N)C1=NN(C=N1)C